3-(1-methyl-1H-indazol-5-yl)isonicotinonitrile CN1N=CC2=CC(=CC=C12)C1=C(C#N)C=CN=C1